C(C)(C)C1C(OC2=CC=C(C=C2C1)C1=CC=C(C=C1)C(F)(F)F)=O 3-isopropyl-6-(4-trifluoromethyl-phenyl)chromanone